C(C)NC1=C(C=C(C=C1)C)C N-ethyl-2,4-dimethylaniline